FC=CC=C fluorovinyl-ethylene